C1CC12CCN(CC2)C2=C(C(=O)NC1=C3CCC4(CC3=CC=C1)CCCC4)C=CC(=C2)NS(=O)(=O)CCO 2-{6-Azaspiro[2.5]octane-6-yl}-N-{3',4'-dihydro-1'H-spiro[cyclopentane-1,2'-naphthalene]-5'-yl}-4-(2-hydroxyethanesulfonylamino)benzamide